5-(((6-bromopyridin-2-yl)oxy)methyl)-4-chloro-2-(1H-imidazol-1-yl)pyridine BrC1=CC=CC(=N1)OCC=1C(=CC(=NC1)N1C=NC=C1)Cl